NC1=NC=CC=2N1C(=NC2C2CN(CC2)C(C#CC)=O)C2=CC=C(C(=O)NC1=NC=CC=C1)C=C2 4-(5-amino-1-(1-(but-2-ynoyl)pyrrolidin-3-yl)imidazo[1,5-c]pyrimidin-3-yl)-N-(pyridin-2-yl)benzamide